N1(C=NC=C1)C(=O)N1CC(CC1)N1CNC=C1 1-(1-(1H-imidazole-1-carbonyl)pyrrolidin-3-yl)-1,3-dihydro-2H-imidazole